O1CCN(CC1)CCON1S(C2=C(OC3(C1)CCOCC3)N=CC=C2)(=O)=O (2-morpholinoethoxy)-2,2',3,3',5,6-hexahydrospiro[pyran-4,4'-pyrido[2,3-b][1,4,5]oxathiazepine] 1',1'-dioxide